FC1=C(C(=O)O)C(=CC=C1C(F)(F)F)OC1=C(C(=C(C=C1[2H])OC(F)(F)F)[2H])[2H] 2-fluoro-6-[2,3,6-trideuterio-4-(trifluoromethoxy)phenoxy]-3-(trifluoromethyl)benzoic acid